ClC=1C=C(NC2=NC=NC3=CC=CC=C23)C=CC1 4-(3-chloroanilino)quinazoline